(R)-3-(3-(difluoromethoxy)phenyl)-1-(5-fluoropyridin-2-yl)-N-((R)-3-methyltetrahydrofuran-3-yl)-4,5,6,7-tetrahydro-1H-indazole-6-carboxamide FC(OC=1C=C(C=CC1)C1=NN(C=2C[C@@H](CCC12)C(=O)N[C@]1(COCC1)C)C1=NC=C(C=C1)F)F